Benzyl ((cis)-3-fluoropiperidin-4-yl)carbamate F[C@@H]1CNCC[C@@H]1NC(OCC1=CC=CC=C1)=O